methyl (R)-pyrrolidine-3-acetate HCl Cl.N1C[C@H](CC1)CC(=O)OC